phenyliodine(II) diacetate C(C)(=O)[O-].C(C)(=O)[O-].C1(=CC=CC=C1)[I+].C1(=CC=CC=C1)[I+]